COC1=CC=C(C=C1)C1=C(NC=2N(C1=O)N=C(C2CN2CCCC2)C2=CC=CC=C2)C 6-(4-methoxyphenyl)-5-methyl-2-phenyl-3-(pyrrolidin-1-ylmethyl)pyrazolo[1,5-a]pyrimidin-7(4H)-one